OC(=O)C(F)(F)F.N1CCC2=CC(=CC=C12)NC1=NC=NC2=CC(=C(C=C12)OC1CCN(CC1)C(C=C)=O)OC 1-(4-((4-(indolin-5-ylamino)-7-methoxyquinazolin-6-yl)oxy)piperidin-1-yl)prop-2-en-1-one TFA salt